tert-butyl-((4-cyclohexylidenecyclohexyl)methoxy)diphenylsilane C(C)(C)(C)[Si](C1=CC=CC=C1)(C1=CC=CC=C1)OCC1CCC(CC1)=C1CCCCC1